C(CCCCCCCC)C1=CC=C(C(=O)OC2=CC=C(OC(=O)C3=CC=C(OCCCCCCOC(CCC=O)=O)C=C3)C=C2)C=C1 4-(6-(4-(4-(4-nonylbenzoyloxy)phenoxycarbonyl)phenoxy)hexyloxy)butane-1,4-dione